FC1=CC=C(C=C1)[C@H]1[C@@H](CN(C1)C(=O)OC(C)(C)C)C(NC=1C=C(C=CC1)C1=CC=CC=C1)=O |r| tert-Butyl (±)-trans-4-(4-fluorophenyl)-3-[(biphenyl-3-yl)carbamoyl]pyrrolidine-1-carboxylate